(4R,5S,7R,8R,9S,10R)-4-((3-bromobenzyl)amino)-7-(hydroxymethyl)-9-(4-(3,4,5-trifluorophenyl)-1H-1,2,3-triazol-1-yl)-1,6-dioxaspiro[4.5]decane-8,10-diol BrC=1C=C(CN[C@@H]2CCO[C@]23O[C@@H]([C@@H]([C@@H]([C@H]3O)N3N=NC(=C3)C3=CC(=C(C(=C3)F)F)F)O)CO)C=CC1